C(C)(C)[Si](C1=C(C(=C(C(=C1F)F)[B-](C1=C(C(=C(C(=C1F)F)[Si](C(C)C)(C(C)C)C(C)C)F)F)(C1=C(C(=C(C(=C1F)F)[Si](C(C)C)(C(C)C)C(C)C)F)F)C1=C(C(=C(C(=C1F)F)[Si](C(C)C)(C(C)C)C(C)C)F)F)F)F)(C(C)C)C(C)C.C[NH+](C1=CC=CC=C1)C N,N-dimethylanilinium tetra(4-(triisopropylsilyl)-2,3,5,6-tetrafluorophenyl)borate